NCCNCCC[Si](OC)(OC)C γ-(N-(β-aminoethyl)amino)propylmethyldimethoxysilane